5-(3-bromo-2-fluorophenyl)-4-hydroxycyclopent-2-enone BrC=1C(=C(C=CC1)C1C(C=CC1=O)O)F